C1OC2(C=3C=NC=CC31)CNC2 spiro[azetidine-3,3'-furo[3,4-c]pyridine]